P.[Ag] silver phosphane